C(#N)C1=CC=C(C=C1)NC1=NC(=NC2=CC(=C(C=C12)OC)OC)SCC(=O)O ((4-((4-cyanophenyl)amino)-6,7-dimethoxyquinazolin-2-yl)thio)acetic acid